ClC1=C(C=C(C=C1)C1=CC(=NC=C1)C(O)C1CC1)C[C@@H](C(=O)NC1=CC=C(C=C1)C=1N(C=NC1)C)NC(=O)C=1C(=NOC1)C N-[(1S)-1-[[2-chloro-5-[2-[cyclopropyl(hydroxy)methyl]-4-pyridyl]phenyl]methyl]-2-[4-(3-methylimidazol-4-yl)anilino]-2-oxo-ethyl]-3-methyl-isoxazole-4-carboxamide